[Cl-].[Dy+3].[Cl-].[Cl-] Dysprosium Chlorid